NC1=C2C(=NC=N1)N(N=C2C#CC2=CC1=C(N(C=N1)C)C=C2)[C@H]2C[C@@H](N(C2)C(=O)OC(C)(C)C)COC (2R,4S)-tert-butyl 4-(4-amino-3-((1-methyl-1H-benzo[d]imidazol-5-yl)ethynyl)-1H-pyrazolo[3,4-d]pyrimidin-1-yl)-2-(methoxymethyl)pyrrolidine-1-carboxylate